ethyl 1-(1-(6-fluoropyridin-3-yl)ethyl)-1H-1,2,3-triazole-4-carboxylate FC1=CC=C(C=N1)C(C)N1N=NC(=C1)C(=O)OCC